C(C)(=O)C1=CC=C(S1)[C@@H]1C[C@@](CC1)(C(=O)O)C1=C(C(=CC=C1)F)C cis-3-(5-acetylthiophen-2-yl)-1-(3-fluoro-2-methylphenyl)cyclopentane-1-carboxylic acid